(1R,2S)-1-(4-(2-hydroxyethoxy)phenyl)-1,2-bis(4-hydroxyphenyl)-2-(4-(2-(methylamino)ethoxy)-phenyl)ethane-1,2-diol OCCOC1=CC=C(C=C1)[C@]([C@@](O)(C1=CC=C(C=C1)OCCNC)C1=CC=C(C=C1)O)(O)C1=CC=C(C=C1)O